L-histidine mono-hydrochloride mono-hydrate O.Cl.N[C@@H](CC1=CNC=N1)C(=O)O